N-(but-3-enyl)indole C(CC=C)N1C=CC2=CC=CC=C12